2-bromo-7-(8-fluoro-2-methylimidazo[1,2-a]pyridin-6-yl)-5H-[1,3,4]thiadiazolo[3,2-a]pyrimidin-5-one BrC1=NN2C(=NC(=CC2=O)C=2C=C(C=3N(C2)C=C(N3)C)F)S1